({1-[4-(3-fluorophenoxy)-6-(trifluoromethyl)pyrimidin-2-yl]-4-hydroxypiperidin-4-yl}methyl)azetidine-3-carboxamide FC=1C=C(OC2=NC(=NC(=C2)C(F)(F)F)N2CCC(CC2)(O)CN2CC(C2)C(=O)N)C=CC1